alpha-eleostearic acid chloride C(CCCCCCC\C=C/C=C/C=C/CCCC)(=O)Cl